ClC1=C(C=CC=C1)S(=O)(=O)C(C)(C)C1CCN(CC1)C(=O)NC1=CN=NC=C1 4-(2-((2-chlorophenyl)sulfonyl)propan-2-yl)-N-(pyridazin-4-yl)piperidine-1-carboxamide